2-ureido-4[1H]pyrimidone N(C(=O)N)C=1NC=CC(N1)=O